(1-phenylethyl) (p-tolyl) thioether C1(=CC=C(C=C1)SC(C)C1=CC=CC=C1)C